C(C)(C)(C)OC(=O)N(CC1(CCCC1)C)CC=1C=C(C=2N(C1)C=CN2)C(=O)O 6-(((tert-butoxycarbonyl)((1-methylcyclopentyl)methyl)amino)methyl)imidazo[1,2-a]pyridine-8-carboxylic acid